BrC1=C(C(=CC(=C1)NCC=1SC(=CC1)Cl)C(F)(F)F)NC(CCC1CCCCC1)=O N-{2-Bromo-4-[(5-chloro-thiophen-2-ylmethyl)-amino]-6-trifluoromethyl-phenyl}-3-cyclohexyl-propionamide